COC1=NC=NC2=CC=C(C=C12)C=1C=CN2N=C(N=CC21)N[C@@H]2C[C@@H](C2)N(C)C cis-N1-(5-(4-methoxyquinazolin-6-yl)pyrrolo[2,1-f][1,2,4]triazin-2-yl)-N3,N3-dimethylcyclobutane-1,3-diamine